2-(3-Iodophenyl)thiazolo[4,5-c]pyridin-4-amine IC=1C=C(C=CC1)C=1SC2=C(C(=NC=C2)N)N1